(2R,3S,4S,5R)-3-(3,4-difluoro-2-methylsulfanylphenyl)-N-(6-((S)-2-amino-1-hydroxyethyl)pyridin-3-yl)-4,5-dimethyl-5-(trifluoromethyl)tetrahydrofuran-2-carboxamide FC=1C(=C(C=CC1F)[C@H]1[C@@H](O[C@]([C@H]1C)(C(F)(F)F)C)C(=O)NC=1C=NC(=CC1)[C@H](CN)O)SC